FCCOC1=CC=C(C=C1)C=1C=C2CC(C(C2=CC1)NC(O[C@@H]1CN2CCC1CC2)=O)(C)C (S)-quinuclidin-3-yl (5-(4-(2-fluoroethoxy)phenyl)-2,2-dimethyl-2,3-dihydro-1H-inden-1-yl)carbamate